C12CN(CC(N1)C2)CC=2C=C1CN(C(C1=CC2)=O)C2CNCCC2 3-(5-((3,6-diazabicyclo[3.1.1]heptane-3-yl)methyl)-1-oxoisoindoline-2-yl)piperidine